FC1(CN(CCC1)CCCCC(=O)NC=1SC=CN1)F 5-(3,3-difluoropiperidin-1-yl)-N-(1,3-thiazol-2-yl)pentanamide